FC1=C(C=C(C=C1)NC(C=C)=O)C N-(4-fluoro-3-methylphenyl)prop-2-enamide